C(C)N(CCC(C)N(CC)CC)CC N,N,N',N'-tetraethyl-1,3-butylenediamine